(8-fluoroquinazolin-4-yl)methanone FC=1C=CC=C2C(=NC=NC12)C=O